((2S,4R,5R)-4-Acetoxy-5-(2-amino-8-(benzyloxy)-6-oxo-1,6-dihydro-9H-purin-9-yl)tetrahydrofuran-2-yl)methyl acetate C(C)(=O)OC[C@H]1O[C@H]([C@@H](C1)OC(C)=O)N1C=2N=C(NC(C2N=C1OCC1=CC=CC=C1)=O)N